CC(=O)NCCCCC(=O)O The molecule is a member of the class of acetamides that is the acetyl derivative of 5-aminopentanoic acid. It has a role as a metabolite. It derives from a 5-aminopentanoic acid. It is a conjugate acid of a 5-acetamidopentanoate.